C(C(O)C1=CC=CC=C1)(=O)O.C(C(O)C1=CC=CC=C1)(=O)O mandelic acid (mandelate)